5-methyl-N4-phenyl-pyrimidine-2,4-diamine CC=1C(=NC(=NC1)N)NC1=CC=CC=C1